Ethyl 6-(4-(2-methoxypyridin-3-yl) piperazin-1-yl)-2-azaspiro[3.4]octane-2-carboxylate COC1=NC=CC=C1N1CCN(CC1)C1CC2(CN(C2)C(=O)OCC)CC1